(1S,2S,3S)-2-ethyl-N-[6-[(3R,4R)-4-(4-fluoro-3-methyl-tetrahydrofuran-3-yl)piperazin-1-yl]-7-methyl-3-isoquinolyl]-3-(1-methylpyrazol-4-yl)cyclopropanecarboxamide C(C)[C@@H]1[C@@H]([C@H]1C=1C=NN(C1)C)C(=O)NC=1N=CC2=CC(=C(C=C2C1)N1CCN(CC1)[C@@]1(COC[C@@H]1F)C)C